C(CCCCC(=O)OC1=C(C(=CC=C1)C)C)(=O)OC1=C(C(=CC=C1)C)C dixylyl adipate